C(=O)OC(C)(C=C)CCC=C(C)C linalyl format